benzyl 4-(4-aminophenyl)piperazine-1-carboxylate NC1=CC=C(C=C1)N1CCN(CC1)C(=O)OCC1=CC=CC=C1